4-fluoropiperidine hydrochloride salt Cl.FC1CCNCC1